ClC1=C(C=CC(=C1F)OC)C1=CN=C(N1C)C(=O)NC1=CC(=C(C=C1)C(=O)N1CCN(CC1)C(=O)[C@@H]1NC[C@@H](C1)O)Cl 5-(2-chloro-3-fluoro-4-methoxy-phenyl)-N-[3-chloro-4-[4-[(2r,4r)-4-hydroxypyrrolidine-2-carbonyl]piperazine-1-carbonyl]phenyl]-1-methyl-imidazole-2-carboxamide